CC(CCCCC=CC(=O)O)=CCCCC(CCCCCCC(=O)O)C 7,12-dimethyl-7,1-octadecadiene-1,18-dicarboxylic acid